(S)-N-(3-chloro-4-fluorophenyl)-1-(2-(N,N-dimethylsulfamoyl)ethyl)-N-methyl-3-(6-methyl-4-(trifluoromethyl)pyridin-2-yl)-2-oxoimidazolidine-4-carboxamide ClC=1C=C(C=CC1F)N(C(=O)[C@H]1N(C(N(C1)CCS(N(C)C)(=O)=O)=O)C1=NC(=CC(=C1)C(F)(F)F)C)C